BrC1=CC2=CN(N=C2C=C1)C1CC(C1)CO[Si](C)(C)C(C)(C)C [3-(5-Bromoindazol-2-yl)cyclobutyl]methoxy-tert-butyl-dimethyl-silane